3,3-dimethyl-9,9-spirobifluorene CC1(CC=C2C3(C4=CC=CC=C4C2=C1)C1=CC=CC=C1C=1C=CC=CC13)C